CC(C(C#C)O)CCC 4-methyl-1-heptyn-3-ol